ClC1=NC=NC(=C1C=O)N1CCCC1 4-chloro-6-(pyrrolidin-1-yl)pyrimidine-5-carbaldehyde